FC1=C(C=C2C=C(N=CC2=C1N)NC1=CC=C2CCOCC2=C1)C1=C(C2=C(OCCN2)N=C1)C 7-Fluoro-N3-(isochroman-7-yl)-6-(8-methyl-2,3-dihydro-1H-pyrido[2,3-b][1,4]oxazine-7-yl)isoquinoline-3,8-diamine